3-(N-methyl-2-amino-1-methyl-1-ethoxy)propyltrimethoxysilane CNCC(OCCC[Si](OC)(OC)OC)C